methyl 5-[(2-amino-3-fluoropyridin-4-yl)methyl]-3,4-difluoro-2-(2-fluoro-4-iodoanilino)benzoate NC1=NC=CC(=C1F)CC=1C(=C(C(=C(C(=O)OC)C1)NC1=C(C=C(C=C1)I)F)F)F